(S)-6-(3-methyl-4-(1-phenylethoxy)phenyl)-4-(1,2,3,6-tetrahydropyridin-4-yl)-7H-pyrrolo[2,3-d]pyrimidine CC=1C=C(C=CC1O[C@@H](C)C1=CC=CC=C1)C1=CC2=C(N=CN=C2C=2CCNCC2)N1